(1RS,2RS,7SR,8RS,9E)-9-ethylidene-3-oxatricyclo[6.2.1.02,7]undecan-4-one C(/C)=C/1\[C@H]2[C@@H]3CCC(O[C@@H]3[C@@H](C1)C2)=O |r|